tert-butyl(4-(benzyloxy)-5,6-difluoronaphthalen-2-yl) carbamate C(N)(OC1=C(C2=CC=C(C(=C2C(=C1)OCC1=CC=CC=C1)F)F)C(C)(C)C)=O